5-(8-methyl-[1,2,4]triazolo[1,5-a]pyridin-6-yl)-1-(1-methylpiperidin-4-yl)-1,3-dihydro-2H-benzo[d]imidazol-2-one CC=1C=2N(C=C(C1)C1=CC3=C(N(C(N3)=O)C3CCN(CC3)C)C=C1)N=CN2